N1=C(C=CC=C1)[C@@H](C)NC(=O)[C@@H]1CN(CC[C@H]1NC(=O)C1=NOC(=C1)C1=C(C=C(C=C1)F)F)C1CCCCC1 (3R,4R)-1-Cyclohexyl-4-{[5-(2,4-difluoro-phenyl)-isoxazole-3-carbonyl]-amino}-piperidine-3-carboxylic acid ((1R)-1-pyridin-2-yl-ethyl)-amide